OC(C[C@H](CCC(=O)OCCC(CCCCCC)CCCCCC)CC)CN(CC)CCO 3-hexylnonyl (S)-4-(2-hydroxy-3-((2-hydroxyethyl)(ethyl)amino)propyl)hexanoate